NC[C@@]1([C@@H]2CCN(C[C@H]12)C1=CN=C2C(=N1)NN=C2SC2=C(C(=NC=C2)N)Cl)C2=C(C=CC=C2)F 4-((6-((1S,6R,7R)-7-(aminomethyl)-7-(2-fluorophenyl)-3-azabicyclo[4.1.0]heptan-3-yl)-1H-pyrazolo[3,4-b]pyrazin-3-yl)thio)-3-chloropyridin-2-amine